ClC=1C(=CC(=NC1)NC(=O)NC1CCC(CC1)N1CCOCC1)C1=C2N(N=C1)CC(C2)(C)C 1-(5-chloro-4-(5,5-dimethyl-5,6-dihydro-4H-pyrrolo[1,2-b]pyrazol-3-yl)pyridin-2-yl)-3-((1r,4r)-4-morpholinylcyclohexyl)urea